CN1[C@H]2[C@@](CCC1)(CCC2)COC2=NC1=C(C(=CC=C1C(=N2)N2CCOCCC2)C2=CC(=CC1=CC=C(C(=C21)C#C)F)O)F 4-(2-{[(4aS,7aR)-1-methyl-octahydro-1H-cyclopenta[b]pyridin-4a-yl]methoxy}-8-fluoro-4-(1,4-oxazepan-4-yl)quinazolin-7-yl)-5-ethynyl-6-fluoronaphthalene-2-ol